ON1C(C(=CCC1)C(NC1=CC=CC=C1)=S)=O hydroxy-2-oxo-N-phenyl-1,2,5,6-tetrahydropyridine-3-carbothioamide